C(C)N1C(=NC=2CN(CCC21)C)C(=O)OC methyl 1-ethyl-5-methyl-4,5,6,7-tetrahydro-1H-imidazo[4,5-c]pyridine-2-carboxylate